ethyl 6-(aminomethyl)-5-chloro-1-(4-fluorophenyl)-2-oxo-1,2-dihydropyridine-3-carboxylate NCC1=C(C=C(C(N1C1=CC=C(C=C1)F)=O)C(=O)OCC)Cl